N-(5-((2-(2,2-dimethylpyrrolidin-1-yl)ethyl)carbamoyl)-2-methylpyridin-3-yl)-2-(1-methyl-1H-imidazol-4-yl)pyrazolo[5,1-b]thiazole-7-carboxamide CC1(N(CCC1)CCNC(=O)C=1C=C(C(=NC1)C)NC(=O)C=1C=NN2C1SC(=C2)C=2N=CN(C2)C)C